BrC1=CC=C(C(=O)C2=C3N(C=4C(=CC=C(C24)[N+](=O)[O-])F)CCCN3)C=C1 10-(4-bromobenzoyl)-6-fluoro-9-nitro-1,2,3,4-tetrahydropyrimidino[1,2-a]indole